C1(CC1)C=1C(=C2C=CNC2=C(C1)C)O[C@H]1[C@@H](C[C@@](CC1)(C)O)C1=CC=C(C(=O)O)C=C1 |r| racemic-4-((1S*,2R*,5S*)-2-((5-cyclopropyl-7-methyl-1H-indol-4-yl)oxy)-5-hydroxy-5-methylcyclohexyl)benzoic acid